tert-butyl (7-oxo-7-((4-phenylthiazol-2-yl)amino)heptyl)carbamate O=C(CCCCCCNC(OC(C)(C)C)=O)NC=1SC=C(N1)C1=CC=CC=C1